FC=1C=C(C=CC1)CCC(=O)O 3-(3-fluorophenyl)propionic acid